2,4-dichloro-6-trifluoromethyl-pyridine ClC1=NC(=CC(=C1)Cl)C(F)(F)F